OC1OC2=C(NC1=O)C=CC(=C2)C 2-hydroxy-7-methyl-2H-1,4-benzoxazine-3(4H)-one